1-[(4-chlorophenyl)methyl]-7-(3-hydroxypropyl)-4-methyl-2-[3-(trifluoromethoxy)phenoxy]-1H,4H,5H,6H,7H,8H-imidazo[4,5-e][1,4]diazepine-6,8-dione ClC1=CC=C(C=C1)CN1C(=NC=2N(CC(N(C(C21)=O)CCCO)=O)C)OC2=CC(=CC=C2)OC(F)(F)F